O1C=NC2=C1C=C(C=C2)C2=C(N=C(S2)NC(=O)N2CC1(COC1)C2)C2=CC(=CC=C2)C#N N-[5-(1,3-benzooxazol-6-yl)-4-(3-cyanophenyl)thiazol-2-yl]-2-oxa-6-azaspiro[3.3]heptane-6-carboxamide